5-cyclobutyl-N-((4,6-dimethyl-2-oxo-1,2-dihydropyridin-3-yl)methyl)-3-(ethyl-(tetrahydro-2H-pyran-4-yl)amino)-2-methylbenzamide C1(CCC1)C=1C=C(C(=C(C(=O)NCC=2C(NC(=CC2C)C)=O)C1)C)N(C1CCOCC1)CC